ClC=1C=C2C(=CN(C2=CC1)CC1CC1)C1CCNCC1 5-chloro-1-(cyclopropylmethyl)-3-(piperidin-4-yl)-1H-indole